pyrimidone hydrazone N1C(N=CC=C1)=NN